(1R,3r)-3-({6-[2-(5-chloro-2-methoxypyridine-3-sulfonylamino)-3-fluoropyridin-4-yl]quinazolin-2-yl}amino)-N-methylcyclopentane-1-carboxamide ClC=1C=C(C(=NC1)OC)S(=O)(=O)NC1=NC=CC(=C1F)C=1C=C2C=NC(=NC2=CC1)N[C@H]1C[C@@H](CC1)C(=O)NC